2-amino-2-(3-chlorothieno[2,3-c]pyridin-4-yl)acetonitrile NC(C#N)C1=C2C(=CN=C1)SC=C2Cl